S(=O)(=O)(O)O.C(=C)S(=O)(=O)C=C divinyl sulfone sulfate